Cl.O1CCC(CC1)N tetrahydropyran-4-amine HCl salt